diethylglutamate C(C)OC([C@@H](N)CCC(=O)OCC)=O